(R)-8-((3S,5R)-4-acryloyl-3,5-dimethylpiperazin-1-yl)-11-chloro-3-cyclopropyl-10-(trifluoromethyl)-3,4-dihydro-2H,6H-[1,4]thiazepino[2,3,4-ij]quinazolin-6-one C(C=C)(=O)N1[C@H](CN(C[C@H]1C)C1=NC(N2C3=C(C(=C(C=C13)C(F)(F)F)Cl)SC[C@@H](C2)C2CC2)=O)C